5-(Trifluoromethyl)bicyclo[3.1.1]heptane-1-carboxylic acid FC(C12CCCC(C1)(C2)C(=O)O)(F)F